5-(4-phenylbutoxy)-6-acetamido-N-carboxymethyl-isoindoline-1,3-dione C1(=CC=CC=C1)CCCCOC=1C=C2C(N(C(C2=CC1NC(C)=O)=O)CC(=O)O)=O